5-(1-benzyl-1H-indazol-6-yl)-1-methylpyridin-2(1H)-one C(C1=CC=CC=C1)N1N=CC2=CC=C(C=C12)C=1C=CC(N(C1)C)=O